benzyl citraconate C(\C(\C)=C/C(=O)[O-])(=O)OCC1=CC=CC=C1